C(C)(C)(C)OC(=O)N1C=NC2=C1C=CC=C2 1H-1,3-benzodiazole-1-carboxylic acid tert-butyl ester